C(C1=CC=CC=C1)(C1=CC=CC=C1)[C@@H](C(=O)NC1=CC=C(C=C1)C=1N(C=NC1)C)NC(OC(C)(C)C)=O tert-butyl N-[(1S)-1-benzhydryl-2-[4-(3-methylimidazol-4-yl)anilino]-2-oxo-ethyl]carbamate